2-amino-3-(1-methyl-1H-1,2,3-triazol-4-yl)propanoic acid hydrochloride Cl.NC(C(=O)O)CC=1N=NN(C1)C